N(N)C1=C2N=CN(C2=NC(=N1)N1CCOCC1)C1=CC(=NC=C1)C(F)(F)F 4-(6-Hydrazinyl-9-(2-(trifluoromethyl)pyridin-4-yl)-9H-purin-2-yl)morpholine